3-Chloro-2-methyl-6,7,8,9-tetrahydro-5H-benzo[7]annulene-1-carboxylic acid ClC=1C=C2C(CCCCC2)=C(C1C)C(=O)O